ClC1=C(C=CC(=C1)F)N1N=CC(=C1)C(=O)N1[C@@H](C[C@@H](C1)OC1=CC(=CC=C1)C=1C2=CN(N=C2C=CC1)CCCCO)C(=O)O (2S,4S)-1-[1-(2-chloro-4-fluoro-phenyl)pyrazole-4-carbonyl]-4-[3-[2-(4-hydroxybutyl)indazol-4-yl]phenoxy]pyrrolidine-2-carboxylic acid